[Cl-].CO[Si](CCC[N+](C)(C)CCCCCCCCCCCC)(OC)OC 3-(trimethoxysilyl)propyl-n-dodecyldimethyl-ammonium chloride